2,2-dimethyl-6,6-bis(2-methylprop-2-enyl)cyclohexan-1-one CC1(C(C(CCC1)(CC(=C)C)CC(=C)C)=O)C